tert-butyl (1-((5-((5-((5-bromo-2-chloropyrimidin-4-yl)oxy)pentyl)carbamoyl)-1-methyl-1H-pyrazol-4-yl)sulfonyl)piperidin-4-yl)carbamate BrC=1C(=NC(=NC1)Cl)OCCCCCNC(=O)C1=C(C=NN1C)S(=O)(=O)N1CCC(CC1)NC(OC(C)(C)C)=O